4-tert-butyl-2,6-dimethylacetophenone CC1=CC(=CC(=C1C(=O)C)C)C(C)(C)C